2-(2-((3R,4R)-3-Amino-4-fluoropiperidin-1-yl)-6-fluoro-1H-benzo[d]imidazol-1-yl)-1-((S)-2-methylpyrrolidin-1-yl)ethan-1-on N[C@@H]1CN(CC[C@H]1F)C1=NC2=C(N1CC(=O)N1[C@H](CCC1)C)C=C(C=C2)F